FC(C1=NN=C(O1)C=1C=CC(=NC1)CN1C(N(C2=C1C=C(C(=C2)C=2C=NNC2)F)CC2CCN(CC2)C2COC2)=O)F 1-((5-(5-(difluoromethyl)-1,3,4-oxadiazole-2-yl)pyridine-2-yl)methyl)-6-fluoro-3-((1-(oxetan-3-yl)piperidine-4-yl)methyl)-5-(1H-pyrazole-4-yl)-1,3-dihydro-2H-benzo[d]imidazole-2-one